N1C=C(C2=CC=CC=C12)C1=NC=NC2=CC=CC=C12 (E)-4-(3-indolyl)quinazoline